ClC=1C(=C2N=C(N=C3C2=C([C@H](C[C@H]2COCCCN32)C)N1)SCC)F (4S,5aS)-2-chloro-12-(ethylthio)-1-fluoro-4-methyl-4,5,5a,6,9,10-hexahydro-8H-7-oxa-3,10a,11,13-tetraazanaphtho[1,8-ab]heptalene